1-(3-fluoro-[1,1'-biphenyl]-4-yl)-N-methylmethanamine FC=1C=C(C=CC1CNC)C1=CC=CC=C1